N-(2-(3-isopropylpiperazin-1-yl)-5-methylpyrimidin-4-yl)-1H-indazol-5-amine C(C)(C)C1CN(CCN1)C1=NC=C(C(=N1)NC=1C=C2C=NNC2=CC1)C